CC1(OB(OC1(C)C)C=1C=C(C=CC1)NC(C=C)=O)C N-[3-(4,4,5,5-tetramethyl-1,3,2-dioxaborolan-2-yl)phenyl]prop-2-enamide